lithium cobalt oxide silicon oxygen carbon [C].[O].[Si].[Co]=O.[Li]